C1(CC1)C=1N(C(=NN1)SCC(=O)NC=1SC2=C(C1C(=O)N)CCCC2)CC=C 2-(2-{[5-cyclopropyl-4-(prop-2-en-1-yl)-4H-1,2,4-triazol-3-yl]sulfanyl}acetamido)-4,5,6,7-tetrahydro-1-benzothiophene-3-carboxamide